1-(3-nitrophenyl)-piperazine monohydrochloride Cl.[N+](=O)([O-])C=1C=C(C=CC1)N1CCNCC1